CN1C(=NC=C1C=1C=C2C=C(N=CC2=CC1)NC(=O)C1(CC1)F)C N-(6-(1,2-dimethyl-1H-imidazol-5-yl)isoquinolin-3-yl)-1-fluorocyclopropane-1-carboxamide